C[C@H]1CC[C@@H](N(C1)C(C(=O)NC=1C=C(C=NC1)C(=O)N)=O)C1=CC(=CC=C1)NC 5-[[2-[(2R,5S)-5-methyl-2-[3-(methylamino)phenyl]-1-piperidyl]-2-oxo-acetyl]amino]pyridine-3-carboxamide